C1(CCCCC1)NC(=O)C=1C=NN(C1)CC=1SC(=CC1)C1=NOC(=N1)C(F)(F)F N-cyclohexyl-1-[[5-[5-(trifluoromethyl)-1,2,4-oxadiazol-3-yl]-2-thienyl]methyl]pyrazole-4-carboxamide